C[C@H]1COC2=C(CN1C)C=CC(=C2)C(=O)OC methyl (S)-3,4-dimethyl-2,3,4,5-tetrahydrobenzo[f][1,4]oxazepine-8-carboxylate